N-(4-{1-[(3-fluoro-2-methylphenyl)carbonyl]piperidin-4-yl}butyl)-1H-pyrrolo[3,2-c]pyridine-2-carboxamide FC=1C(=C(C=CC1)C(=O)N1CCC(CC1)CCCCNC(=O)C1=CC=2C=NC=CC2N1)C